3-(5-(4-((3-(2,5-dimethylphenyl)-3-hydroxypyrrolidin-1-yl)methyl)-3-fluoropyridin-2-yl)-1-oxoisoindolin-2-yl)piperidine-2,6-dione CC1=C(C=C(C=C1)C)C1(CN(CC1)CC1=C(C(=NC=C1)C=1C=C2CN(C(C2=CC1)=O)C1C(NC(CC1)=O)=O)F)O